Sulfamic acid 16-sulfamoyloxy-hexadecyl ester S(N)(=O)(=O)OCCCCCCCCCCCCCCCCOS(N)(=O)=O